C(C)(C)(C)N(C(O)=O)[C@H](C(CN(C(CF)=O)C[C@H]1C(NCC1)=O)O)CC(C)C.N1=C(C=NC=C1)CS(=O)(=O)N pyrazin-2-ylmethanesulfonamide tert-butyl-((3S)-1-(2-fluoro-N-(((S)-2-oxopyrrolidin-3-yl)methyl)acetamido)-2-hydroxy-5-methylhexan-3-yl)carbamate